3β-Hydroxy-17-(1H-benzimidazol-1-yl)-androsta-5,16-diene O[C@@H]1CC2=CC[C@H]3[C@@H]4CC=C([C@@]4(C)CC[C@@H]3[C@]2(CC1)C)N1C=NC2=C1C=CC=C2